FC1=C(C=C(C=C1)F)C(O)C=1C(=NC=CC1)OC (2,5-Difluorophenyl)(2-methoxypyridin-3-yl)methanol